2-[2-[4-(2-tetrahydropyran-4-ylethoxy)phenyl]acetyl]-3,4-dihydro-1H-isoquinoline-7-carboxylic acid O1CCC(CC1)CCOC1=CC=C(C=C1)CC(=O)N1CC2=CC(=CC=C2CC1)C(=O)O